para-cymene ruthenium dichloride [Ru](Cl)Cl.C1(=CC=C(C=C1)C)C(C)C